CN1C2=C(OCC1=O)C=CC(=C2)NC2=CC=C(C=C2)N2CCC(CC2)C(F)(F)F 4-methyl-6-((4-(4-(trifluoromethyl)piperidin-1-yl)phenyl)amino)-2H-benzo[b][1,4]oxazin-3(4H)-one